dipropionic acid-dimethylammonium salt C[NH2+]C.C(CC)(=O)[O-].C(CC)(=O)[O-].C[NH2+]C